N(1),N(6)-didodecyl-N(1),N(1),N(6),N(6)-tetramethyl-1,6-hexanediaminium diiodide [I-].[I-].C(CCCCCCCCCCC)[N+](CCCCCC[N+](C)(C)CCCCCCCCCCCC)(C)C